BrC1=C(C=C(C=C1C)[N+](=O)[O-])OC 2-Bromo-1-methoxy-3-methyl-5-nitrobenzene